(S)-quinuclidin-3-yl (6-(2,5-dichlorophenyl)-2,2-dimethyl-2,3-dihydro-1H-inden-1-yl)carbamate ClC1=C(C=C(C=C1)Cl)C1=CC=C2CC(C(C2=C1)NC(O[C@@H]1CN2CCC1CC2)=O)(C)C